FC=1C=C(C=NC1)C1=NC(=C2N=CN(C2=N1)[C@H]1[C@@H]([C@@H]([C@H](O1)C(=O)NC)O)O)NCC1=NC=CC(=C1)C (2s,3s,4r,5r)-5-(2-(5-fluoropyridin-3-yl)-6-(((4-methylpyridin-2-yl)methyl)amino)-9H-purin-9-yl)-3,4-dihydroxy-N-methyltetrahydrofuran-2-carboxamide